2-(3,4-dichlorobenzyl)-6-methyl-1-oxo-1,3',4,4'-tetrahydro-2H,2'H-spiro[isoquinoline-3,1'-naphthalene]-4-carboxylic acid ClC=1C=C(CN2C(C3=CC=C(C=C3C(C23CCCC2=CC=CC=C32)C(=O)O)C)=O)C=CC1Cl